NC1=CC(=C(OC2=C(C=C(C=C2)C2(C3=CC=CC=C3C=3C=CC=CC23)C2=CC(=C(C=C2)OC2=C(C=C(C=C2)N)C)CC)CC)C=C1)C 9,9-bis[4-(4-amino-2-methylphenoxy)-3-ethylphenyl]fluorene